tert-butyl (R)-(6-(7-(3,4-dichlorobenzoyl)-6-methyl-2-(methylthio)-4-oxo-5,6,7,8-tetrahydropyrido[3,4-d]pyrimidin-3(4H)-yl)benzo[d]isoxazol-3-yl)(methyl)-carbamate ClC=1C=C(C(=O)N2CC=3N=C(N(C(C3C[C@H]2C)=O)C2=CC3=C(C(=NO3)N(C(OC(C)(C)C)=O)C)C=C2)SC)C=CC1Cl